tert-butyl-(E)-3-((3-butyl-7-(ethylthio)-5-(4-fluorophenyl)-2-(4-methoxybenzyl)-1,1-dioxido-2,3,4,5-tetrahydro-1,2,5-benzothiadiazepin-8-yl)oxy)acrylic Acid C(C)(C)(C)/C(/C(=O)O)=C\OC1=CC2=C(N(CC(N(S2(=O)=O)CC2=CC=C(C=C2)OC)CCCC)C2=CC=C(C=C2)F)C=C1SCC